(2-(2-bromo-5-nitrophenoxy)ethoxy)(t-butyl)dimethylsilane BrC1=C(OCCO[Si](C)(C)C(C)(C)C)C=C(C=C1)[N+](=O)[O-]